C(\C=C\C(=O)OCC(CCCC)CC)(=O)OCC(CCCC)CC di(2-ethylhexyl) fumarate